Cl.Cl.N[C@H]1[C@@H](CCCC1)NC1=NN=C(C2=CC=CC=C12)C1=C(C=C(C=C1)C(F)(F)F)O 2-(4-{[(1R,2R)-2-aminocyclohexyl]amino}phthalazin-1-yl)-5-(tri-Fluoromethyl)phenol dihydrochloride